OC1C(C2=CC=CC=C2C12CC2)NC(=O)C=2C=C(C=CC2)[C@@H](CCOC)N2C(NC(CC2=O)(C)C)=[NH2+] [1-[(1R)-1-[3-[(2'-hydroxyspiro[cyclopropane-1,3'-indane]-1'-yl)carbamoyl]phenyl]-3-methoxy-propyl]-4,4-dimethyl-6-oxo-hexahydropyrimidin-2-ylidene]ammonium